CO[C@H]1[C@@H](CC1)NC(=O)C=1C=NN2C1N=C(C=C2NC)NC=2C(N(C=CC2)C2=NC=CC=C2)=O N-((1r,2r)-2-methoxycyclobutyl)-7-(methylamino)-5-((2-oxo-2H-[1,2'-bipyridyl]-3-yl)amino)pyrazolo[1,5-a]pyrimidine-3-carboxamide